C(#N)C=1C=NN2C1C(=CC(=C2)C=2C=NN(C2C)C2CCN(CC2)C#N)O[C@H](CC)C2=NC=CC=C2 4-(4-[3-Cyano-4-[(1R)-1-(pyridin-2-yl)propoxy]pyrazolo[1,5-a]pyridin-6-yl]-5-methylpyrazol-1-yl)piperidine-1-carbonitrile